[Co].IC=1C(=C(C(=NC1C=1OC=C(N1)C(C)(C)C)C=1OC=C(N1)C(C)(C)C)I)OC diiodo[2,6-bis[4-(R)-tert-butyl-2-oxazolyl]-4-methoxypyridine] cobalt